4-(2,6-Dimethyl-4-(1H-pyrrolo[2,3-b]pyridin-5-yl)phenyl)morpholine CC1=C(C(=CC(=C1)C=1C=C2C(=NC1)NC=C2)C)N2CCOCC2